O=C1OC2(C3=NC=CC=C31)CCC(CC2)C(=O)N[C@@H](CCCCCC(CC)=O)C=2NC(=CN2)C2=CC=CC=C2 (1S,4r)-5'-Oxo-N-((S)-7-oxo-1-(5-phenyl-1H-imidazol-2-yl)nonyl)-5'H-spiro[cyclohexan-1,7'-furo[3,4-b]pyridin]-4-carboxamid